ClC1=CC(=C(C(=C1)F)N1N=NC(=C1)C=1C=CC(=C(C1)CNC(OC)=O)C)F methyl N-[[5-[1-(4-chloro-2,6-difluorophenyl)-1H-1,2,3-triazol-4-yl]-2-methyl-phenyl]methyl]carbamate